CC1=CC(=CC2=C1NC(=N2)CCC)C2=NC1=C(N2C)C=CC=C1 7-methyl-5-(1-methyl-1H-benzimidazol-2-yl)-2-propyl-1H-benzimidazol